FC1(CC2(C1)CC(C2)NCC=2C=CC=1N(C2)C=C(N1)CNC(=O)C=1N=C2N(C(C1)=O)C=CC=C2)F N-[[6-[[(2,2-difluorospiro[3.3]heptan-6-yl)amino]methyl]imidazo[1,2-a]pyridin-2-yl]methyl]-4-oxo-pyrido[1,2-a]pyrimidine-2-carboxamide